((chloromethyl)thio)-4,4-dimethyl-4,5-dihydrothiazole ClCSC=1SCC(N1)(C)C